FC1=CC(=C(C(=C1)C(C)C)NC(=O)NS(=O)(=O)N1CCN(CC1)CC(F)(F)F)C(C)C N-((4-Fluoro-2,6-diisopropylphenyl)carbamoyl)-4-(2,2,2-trifluoroethyl)piperazin-1-sulfonamid